(3-(2-oxa-7-azaspiro[3.5]non-7-yl)propoxy)-2,2'-dimethyl-[1,1'-biphenyl] C1OCC12CCN(CC2)CCCOC=2C(=C(C=CC2)C2=C(C=CC=C2)C)C